5-[2-(azetidin-3-yloxy)ethoxy]-2-(2,6-dioxo-3-piperidinyl)isoindoline-1,3-dione N1CC(C1)OCCOC=1C=C2C(N(C(C2=CC1)=O)C1C(NC(CC1)=O)=O)=O